N1(CCCC1)CC(C)O 1-(pyrrolidine-1-yl)propan-2-ol